C(CCCCC)OC1=CC=CC2=CC3=CC=CC=C3C(=C12)OCCCCCC n-hexyloxy-9-(n-hexyloxy)anthracene